FC1=CC2=C(C(=NO2)C)C=C1[N+](=O)[O-] 6-fluoro-3-methyl-5-nitrobenzo[d]isoxazole